BrC=1C=C2C=3C=CC(=CC3NC2=CC1)C1=CC(=NC(=C1)C)C 6-bromo-2-(2,6-dimethylpyridin-4-yl)-9H-carbazole